(2S,3R,4S,5R,6R)-2-(((S)-2-Hydroxy-1-(2-isopropylphenyl)-2-methylpropyl)thio)-6-(hydroxymethyl)-4-(4-(3,4,5-trifluorophenyl)-1H-1,2,3-triazol-1-yl)tetrahydro-2H-pyran-3,5-diol OC([C@H](C1=C(C=CC=C1)C(C)C)S[C@@H]1O[C@@H]([C@@H]([C@@H]([C@H]1O)N1N=NC(=C1)C1=CC(=C(C(=C1)F)F)F)O)CO)(C)C